NC1=C(C=2C(=NC=C(C2S1)F)C=1C2=C(C=3C=NC(=NC3C1F)N1C[C@@H](CC1)N1[C@H](CN(CC1)C)C)COC2)C#N 2-Amino-4-(3-((R)-3-((S)-2,4-dimethylpiperazin-1-yl)pyrrolidin-1-yl)-5-fluoro-7,9-dihydrofuro[3,4-f]quinazolin-6-yl)-7-fluorothieno[3,2-c]pyridine-3-carbonitrile